2-(4-fluorophenyl)pyrrolidine FC1=CC=C(C=C1)C1NCCC1